(2S)-2-amino-N-(5-bromo-6-fluoro-2-pyridyl)-3,3-dicyclopropyl-propanamide hydrochloride salt Cl.N[C@H](C(=O)NC1=NC(=C(C=C1)Br)F)C(C1CC1)C1CC1